3-methyl-N1-(6-methylpyridin-2-yl)benzene-1,4-diamine CC=1C=C(C=CC1N)NC1=NC(=CC=C1)C